2-[[5-(4-chloro-2-fluoro-phenyl)-3-methyl-triazol-4-yl]methyl]-5-[3-(5-methylpyrazol-1-yl)azetidin-1-yl]pyridazin-3-one ClC1=CC(=C(C=C1)C1=C(N(N=N1)C)CN1N=CC(=CC1=O)N1CC(C1)N1N=CC=C1C)F